ON(C(C1=NC=C(C=C1)NC=1OC(=CN1)C1=CC=C(C=C1)C(F)(F)F)=O)C(C)C N-hydroxy-N-isopropyl-5-((5-(4-(trifluoromethyl)phenyl)oxazol-2-yl)amino)picolinamide